N-[2-[(2R)-3-(3,4-Dihydro-1H-isochinolin-2-yl)-2-hydroxy-propyl]-1-oxo-3,4-dihydroisochinolin-6-yl]acetamid C1N(CCC2=CC=CC=C12)C[C@H](CN1C(C2=CC=C(C=C2CC1)NC(C)=O)=O)O